OC1=CC=C(C(=O)O)C=C1.OC1=CC=C(C(=O)O)C=C1 para-hydroxybenzoic acid (para-hydroxybenzoate)